5-(4-methoxy-2-phenylpyrimidin-5-yl)-3-methylisoxazole COC1=NC(=NC=C1C1=CC(=NO1)C)C1=CC=CC=C1